C(C1=CC=C(C(=O)OC(C)C)C=C1)(=O)OC(C)C di(isopropyl) terephthalate